BrC=1C(=C2C(=NC1)NC(=N2)C2=CC=C(C=C2)N2CCC(CC2)CCO)NC2CCN(CC2)C 2-[1-(4-{6-Bromo-7-[(1-methylpiperidin-4-yl)amino]-3H-imidazo[4,5-b]pyridin-2-yl}phenyl)piperidin-4-yl]ethanol